S1C2=C(C(=C1)C[C@H](CC(=O)NO)N1N=NC(=C1)CNC(C1=CC(=C(C=C1)F)F)=O)C=CC=C2 (R)-N-((1-(1-(benzo[b]thiophen-3-yl)-4-(hydroxyamino)-4-oxobutan-2-yl)-1H-1,2,3-triazol-4-yl)methyl)-3,4-difluorobenzamide